C(C1=CC=CC=C1)N(C(=O)C12CC(C1)(C2)C(=O)O)CC2=CC=CC=C2 3-(dibenzylcarbamyl)bicyclo[1.1.1]pentane-1-carboxylic acid